NC1CC12CN(CC2)C(=O)C2=CC1=C(N(C(=N1)C1=CC=3C=4N1CCN(C4C=CC3)CCCO)CC3CC3)C(=C2)OC (1-amino-5-azaspiro[2.4]hept-5-yl)(1-(cyclopropylmethyl)-2-(1-(3-hydroxypropyl)-2,3-dihydro-1H-pyrrolo[1,2,3-de]quinoxalin-5-yl)-7-methoxy-1H-benzo[d]imidazol-5-yl)methanone